[C@H]12CNC[C@@H]2C1C1=C(C=2N=CN=C(C2N1C1=CC(=C(C=C1)OC1=NC=CC(=N1)C)F)N)C 6-[(1R,5S)-3-azabicyclo[3.1.0]hexane-6-yl]-5-{3-fluoro-4-[(4-methylpyrimidin-2-yl)oxy]phenyl}-7-methyl-5H-pyrrolo[3,2-d]pyrimidin-4-amine